BrC=1C2=C(N(C(CC1C(=O)O)=O)CC1=CC(=C(C=C1)C)F)C=C(C=C2)C(F)(F)F 5-bromo-1-(3-fluoro-4-methylbenzyl)-2-oxo-8-(trifluoromethyl)-2,3-dihydro-1H-benzo[b]azepine-4-Carboxylic acid